1,1,2-TRICHLOROETHANE ClC(CCl)Cl